C(C)C1=CC=C2C=NN(C2=C1NS(=O)(=O)C=1C=NN(C1)C1=NC=CC(=C1)C)C N-(6-ETHYL-1-METHYL-1H-INDAZOL-7-YL)-1-(4-METHYLPYRIDIN-2-YL)-1H-PYRAZOLE-4-SULFONAMIDE